S(SC(CNC(OC(C)(C)C)=O)(C)C)C(CNC(OC(C)(C)C)=O)(C)C di-tert-butyl (disulfanediylbis(2-methylpropane-2,1-diyl))dicarbamate